7-(4-hydroxyphenyl)-1-(3,4,5-trimethoxyphenyl)pyrrolo[1,2-a]pyrazine OC1=CC=C(C=C1)C=1C=C2N(C=CN=C2C2=CC(=C(C(=C2)OC)OC)OC)C1